acetamido-2-deoxy-β-D-glucopyranose C(C)(=O)N[C@]1(O)C[C@@H](O)[C@H](O)[C@H](O1)CO